6-(1-methyl-1H-pyrazol-4-yl)-3-[4-(3-phenylpropanoyl)piperazin-1-yl]pyrazolo[1,5-a]pyridine CN1N=CC(=C1)C=1C=CC=2N(C1)N=CC2N2CCN(CC2)C(CCC2=CC=CC=C2)=O